CN1CCN(CC1)C1CCNCC1 1-methyl-4-(4-piperidyl)-piperazine